1,3-Bis(tetrahydrofurfurylaminomethyl)-4,5-dimethoxycyclohexan C(C1CCCO1)NCC1CC(C(C(C1)OC)OC)CNCC1CCCO1